6-chloro-8-Formyl-3,4-dihydro-1H-isoquinoline-2-carboxylic acid benzyl ester C(C1=CC=CC=C1)OC(=O)N1CC2=C(C=C(C=C2CC1)Cl)C=O